C(C)(=O)C=1NC2=CC=C(C=C2C1C=1N=NN(C1)CC1CCN(CC1)CCNS(=O)(=O)N1CCC(CC1)C=1C(=NC=CC1)F)F N-(2-(4-((4-(2-Acetyl-5-fluoro-1H-indol-3-yl)-1H-1,2,3-triazol-1-yl)methyl)piperidin-1-yl)ethyl)-4-(2-fluoropyridin-3-yl)piperidin-1-sulfonamid